C1=CN2C(=C1)C(=NC=N2)Cl 4-Chloropyrrolo[1,2-f][1,2,4]triazine